C(C1=CC=CC=C1)OC=1C(C(=CN2C1C(N1[C@H](C(C[C@H]([C@H]2C1)OC)(F)F)C)=O)C(=O)NCC1=C(C=C(C=C1F)F)F)=O (3S,6R,7R)-12-(benzyloxy)-4,4-difluoro-6-methoxy-3-methyl-1,11-dioxo-N-(2,4,6-trifluorobenzyl)-1,4,5,6,7,11-hexahydro-3H-2,7-methanopyrido[1,2-a][1,4]diazonine-10-carboxamide